[6-(2,2,2-trifluoroethoxy)pyridin-3-yl]methyl N-{[2-(2,6-dioxopiperidin-3-yl)-3-oxo-2,3-dihydro-1H-isoindol-5-yl]methyl}carbamate O=C1NC(CCC1N1CC2=CC=C(C=C2C1=O)CNC(OCC=1C=NC(=CC1)OCC(F)(F)F)=O)=O